NC1=NC=C(C(=N1)C1=CC=2C(NCCC2N1)=O)C#N 2-amino-4-{4-oxo-1H,5H,6H,7H-pyrrolo[3,2-c]pyridin-2-yl}pyrimidine-5-carbonitrile